CC1=C(C(=CC(=C1)N1CCOCC1)C)NC(CCC(C)C)=O 4-Methyl-pentanoic acid (2,6-dimethyl-4-morpholin-4-yl-phenyl)-amide